4,5-dibromobenzene-1,2-diamine BrC=1C=C(C(=CC1Br)N)N